trimethylsulfonium methylsulfate salt COS(=O)(=O)[O-].C[S+](C)C